trimethylethoxyTrimethylethoxysilane CC(C(O[Si](C)(C)C)OCC)(C)C